S1C(=NC2=C1C=CC=C2)C2=NC1=C(C=CC=C1C=C2)OCC(=O)NN 2-((2-(benzo[d]thiazole-2-yl)quinolin-8-yl)oxy)acethydrazide